rel-(R)-azepane-4-carbonitrile hydrochloride Cl.N1CC[C@@H](CCC1)C#N |o1:4|